(2,3-di-tert-butylphenyl)boronic acid C(C)(C)(C)C1=C(C=CC=C1C(C)(C)C)B(O)O